C(C)(C)(C)OC(N[C@@H](C(=O)Cl)C)=O (R)-(1-chloro-1-oxopropan-2-yl)carbamic acid tert-butyl ester